(3-Fluoro-4-(1H-imidazol-1-yl)pyridin-2-yl)-1-(2-methoxypyrimidin-5-yl)-1-((5-(trifluoromethyl)-1H-pyrazol-3-yl)methyl)urea FC=1C(=NC=CC1N1C=NC=C1)NC(N(CC1=NNC(=C1)C(F)(F)F)C=1C=NC(=NC1)OC)=O